ClC=1C=C(C=CC1C)NC(CCC1=C2C(N(C(C2=CC=C1)=O)C1C(NC(CC1)=O)=O)=O)=O N-(3-chloro-4-methylphenyl)-3-[2-(2,6-dioxo-hexahydropyridin-3-yl)-1,3-dioxo-2,3-dihydro-1H-isoindol-4-yl]propionamide